2-methyl-1,8-octane-diol CC(CO)CCCCCCO